N-((R)-1-(4-(ethylsulfonyl)phenyl)-2-hydroxyethyl)-3-methoxybenzamide C(C)S(=O)(=O)C1=CC=C(C=C1)[C@H](CO)NC(C1=CC(=CC=C1)OC)=O